3-(2-{[1-(3-chloro-6-hydroxy(2-pyridyl))-isopropyl]amino}pyrimidin-5-yl)benzamide ClC=1C(=NC(=CC1)O)C(C)(C)NC1=NC=C(C=N1)C=1C=C(C(=O)N)C=CC1